P(=O)(OCC)(OCCOC(C(=C)C)=O)[O-] ethyl (2-methacryloxyethyl) phosphate